N1N=CC(=C1)C#CC1=C(C2=C(N3C(COC2)=NN=C3C)S1)CC1=CC=CC=C1 2-((1H-pyrazol-4-yl)ethynyl)-3-benzyl-9-methyl-4H,6H-thieno[2,3-e][1,2,4]triazolo[3,4-c][1,4]oxazepine